S1N=C(C2=C1C=CC=C2)N2CCN(CC2)CCN2N=CC=1N(C2=O)C=NC1 3-[2-(4-benzo[d]isothiazol-3-yl-piperazin-1-yl)-ethyl]-3H-imidazo[1,5-d][1,2,4]triazin-4-one